N[C@H](C(=O)O)CC1=CC=C(C2=CC=CC=C12)C(N)=O (S)-2-amino-3-(4-carbamoylnaphthalen-1-yl)propanoic acid